C(CCC)NCCC[Si](OC)(OC)OC (3-butylaminopropyl)trimethoxysilan